C(C)O[Si](OCC)(OCC)CN1CN(CNC1)C[Si](OCC)(OCC)OCC 1,3-bis(triethoxysilylmethyl)-hexahydro-1,3,5-triazine